3-(((tert-butyldimethylsilyl)oxy)methyl)-2-hydroxy-3-(methyl-d3)butanenitrile-4,4,4-d3 [Si](C)(C)(C(C)(C)C)OCC(C(C#N)O)(C([2H])([2H])[2H])C([2H])([2H])[2H]